N,N'-Diisopropylcarbodiimid C(C)(C)N=C=NC(C)C